5-cholesten-3β-ol potassium sulfate S(=O)(=O)([O-])[O-].[K+].CC(C)CCC[C@@H](C)[C@H]1CC[C@H]2[C@@H]3CC=C4C[C@H](CC[C@]4(C)[C@H]3CC[C@]12C)O.[K+]